NC1=C2N=CN(C2=NC(=N1)Cl)[C@H]1[C@@H]([C@@]([C@H](O1)COP(=O)(O)CP(O)(O)=O)(O)C#C)O (((((2R-3S,4R,5R)-5-(6-amino-2-chloro-9H-purin-9-yl)-3-ethynyl-3,4-dihydroxytetrahydrofuran-2-yl)methoxy)(hydroxy)phosphoryl)methyl)-phosphonic acid